2-((1S,2R,3S,4R,5S)-4-(6-((3-chlorobenzyl)amino)-2-iodo-9H-purin-9-yl)-2,3-dihydroxybicyclo[3.1.0]hexan-1-yl)acetonitrile ClC=1C=C(CNC2=C3N=CN(C3=NC(=N2)I)[C@H]2[C@@H]([C@@H]([C@@]3(C[C@H]23)CC#N)O)O)C=CC1